C(C)(C)C1=CC=C(C=C1)CCC(C(=O)O)N(C(=O)N)C 3-(4-isopropylphenyl)-1-carboxypropyl-1-methylurea